2-((3-(2,6-dioxopiperidin-3-yl)-1-methyl-1H-indazol-6-yl)oxy)-N-(4-(N-methyl-sulfamoyl)phenyl)acetamide O=C1NC(CCC1C1=NN(C2=CC(=CC=C12)OCC(=O)NC1=CC=C(C=C1)S(NC)(=O)=O)C)=O